(1-methyl-1H-pyrazol-4-yl)-N-(6-methyl-5,6,7,8-tetrahydro-1,6-naphthyridin-3-yl)-5,6,7,8-tetrahydropyrido[3,4-d]pyrimidin-2-amine CN1N=CC(=C1)C=1C2=C(N=C(N1)NC=1C=NC=3CCN(CC3C1)C)CNCC2